C(#N)C=1C=C(C=CC1F)NC(=O)N[C@@H]1COCC=2NC(C=3C=C(C(=CC3C21)F)F)=O (S)-1-(3-cyano-4-fluorophenyl)-3-(8,9-difluoro-6-oxo-1,4,5,6-tetrahydro-2H-pyrano[3,4-c]isoquinolin-1-yl)urea